C(C1=CC=CC=C1)[N+]1=CC=C(C=C1)OC1CCC2(CN(C2)C(=O)OC(C)(C)C)CC1 1-benzyl-4-((2-(tert-butoxycarbonyl)-2-azaspiro[3.5]nonan-7-yl)oxy)pyridin-1-ium